C(C)(=O)OCC=1C(=CC2=C(OC[C@@H](N2C(=O)OC(C)(C)C)C)N1)CC1=CC=C(C=C1)F tert-butyl (S)-6-(acetoxymethyl)-7-(4-fluorobenzyl)-2-methyl-2,3-dihydro-1H-pyrido[2,3-b][1,4]oxazine-1-carboxylate